di-sodium fumarate C(\C=C\C(=O)[O-])(=O)[O-].[Na+].[Na+]